N-[[2-(2-azabicyclo[2.2.2]oct-2-ylmethyl)-1H-indol-6-yl]methyl]-4-oxo-pyrido[1,2-a]pyrimidine-2-carboxamide C12N(CC(CC1)CC2)CC=2NC1=CC(=CC=C1C2)CNC(=O)C=2N=C1N(C(C2)=O)C=CC=C1